1-(2-chloro-4-nitro-5-(pyrrolidin-1-yl)phenyl)-1H-pyrrole ClC1=C(C=C(C(=C1)[N+](=O)[O-])N1CCCC1)N1C=CC=C1